ClC1=C2N=C(C=NC2=CC=C1OC=1C=CC2=C(N(C(=N2)C)COCC[Si](C)(C)C)C1)C=1C=NN(C1)CC1C(CNCC1)F 2-[[6-[5-Chloro-3-[1-[(3-fluoro-4-piperidyl)methyl]pyrazol-4-yl]quinoxalin-6-yl]oxy-2-methyl-benzimidazol-1-yl]methoxy]ethyl-trimethyl-silane